F[P-](F)(F)(F)(F)F.CNC N-methyl-methylamine hexafluorophosphate